6-isopropoxypicolinic acid C(C)(C)OC1=CC=CC(=N1)C(=O)O